2-(6-bromo-1-oxospiro[3H-isoquinoline-4,1'-cyclopropane]-2-yl)-N-(7-chloro-[1,2,4]triazolo[1,5-a]pyridin-2-yl)acetamide BrC=1C=C2C(=CC1)C(N(CC21CC1)CC(=O)NC1=NN2C(C=C(C=C2)Cl)=N1)=O